(R)-1-(4-(7-(4''-(((2-hydroxyethyl)amino)methyl)-2,2'-dimethyl-[1,1':3',1''-terphenyl]-3-yl)-[1,2,4]triazolo[4,3-a]pyridin-3-yl)benzyl)pyrrolidine-3-carboxylic acid OCCNCC1=CC=C(C=C1)C=1C(=C(C=CC1)C1=C(C(=CC=C1)C1=CC=2N(C=C1)C(=NN2)C2=CC=C(CN1C[C@@H](CC1)C(=O)O)C=C2)C)C